C1[C@H]2N(CCN1C1=NN3C(=NC(=CC3=O)C=3C=C(C=4N(N3)C=C(N4)C)C)S1)CCC2 2-[(8aS)-3,4,6,7,8,8a-Hexahydro-1H-pyrrolo[1,2-a]pyrazin-2-yl]-7-(2,8-dimethylimidazo[1,2-b]pyridazin-6-yl)-[1,3,4]thiadiazolo[3,2-a]pyrimidin-5-on